[N+](=O)([O-])C1=CC=C(C=C1)OP(OCC)(=S)C1=CC=CC=C1 phenyl-thiophosphonic acid-O-ethyl O-4-nitrophenyl ester